2-((1S,6S)-6-aminocyclohex-3-en-1-yl)-N-((E)-but-2-en-1-yl)-3,5-dichlorothieno[3,2-b]pyridin-7-amine N[C@H]1CC=CC[C@@H]1C1=C(C2=NC(=CC(=C2S1)NC\C=C\C)Cl)Cl